6-(3-(3-hydroxy-2,2-bis(hydroxymethyl)propyl)ureido)hexanoic acid OCC(CNC(NCCCCCC(=O)O)=O)(CO)CO